C(C)(=O)N1[C@@H](CC(C1)C1=CC(=C(C=C1)OC(F)F)OCC1CC1)CC(=O)N ((2S)-1-acetyl-4-(3-(cyclopropylmethoxy)-4-(difluoromethoxy)phenyl)pyrrolidin-2-yl)acetamide